1-(4-bromophenyl)-5-fluoro-1H-indazol-6-ol BrC1=CC=C(C=C1)N1N=CC2=CC(=C(C=C12)O)F